(±)-trans-1-cyano-4-methyl-N-(5-(piperidin-1-yl)thiazol-2-yl)pyrrolidine-3-carboxamide C(#N)N1C[C@H]([C@@H](C1)C)C(=O)NC=1SC(=CN1)N1CCCCC1 |r|